COC1=NOC=C1 3-Methoxyisoxazol